2,3,4,5,6-pentafluorobenzeneethanamine FC1=C(C(=C(C(=C1F)F)F)F)CCN